bis(2,6-difluoro-4-triphenylmethylphenyl)fluoroborane FC1=C(C(=CC(=C1)C(C1=CC=CC=C1)(C1=CC=CC=C1)C1=CC=CC=C1)F)B(F)C1=C(C=C(C=C1F)C(C1=CC=CC=C1)(C1=CC=CC=C1)C1=CC=CC=C1)F